N-(6-(4-oxo-3-(2-(piperidin-1-yl)ethyl)-3,4-dihydroquinazolin-6-yl)-1H-benzo[d]imidazol-2-yl)propionamide O=C1N(C=NC2=CC=C(C=C12)C=1C=CC2=C(NC(=N2)NC(CC)=O)C1)CCN1CCCCC1